[N+](=O)([O-])C1=CC=C(C=C(C#N)C#N)C=C1 2-(4-nitrobenzylidene)malononitrile